C1(=CC=C(C=C1)N(C=1C=C2C(CC(C2=CC1)(C)C)(C)C1=CC=C(C=C1)N(C1=CC=C(C=C1)C1=CC=CC=C1)C1=CC=C(C=C1)C1=CC=CC=C1)C1=CC=C(C=C1)C1=CC=CC=C1)C1=CC=CC=C1 N,N-di([1,1-biphenyl]-4-yl)-3-(4-(di([1,1'-biphenyl]-4-yl)amino)phenyl)-1,1,3-trimethyl-2,3-dihydro-1H-indene-5-amine